2-[4-[4-[2-[1-(6,7-dihydro-5H-pyrrolo[1,2-c]imidazol-1-yl)-2-oxo-2-(thiazol-2-ylamino)ethyl]-7-fluoro-3-oxo-isoindol-5-yl]phenyl]-1-piperidinyl]acetic acid hydrochloride Cl.C1(=C2N(C=N1)CCC2)C(C(NC=2SC=CN2)=O)N2CC1=C(C=C(C=C1C2=O)C2=CC=C(C=C2)C2CCN(CC2)CC(=O)O)F